CN1N=CC(=N1)C1=CC=C(CNC2=CC(=NC=N2)C2=CN=C3N2C=CC(=C3)OCCCO)C=C1 3-(3-{6-[4-(2-methyl-2H-[1,2,3]triazol-4-yl)-benzylamino]-pyrimidin-4-yl}-imidazo[1,2-a]pyridin-7-yloxy)-propan-1-ol